S(=O)(=O)(O)C(C(=O)[O-])CC(=O)[O-].C(CCCCCCCCCC)[NH2+]CCCCCCCCCCC.C(CCCCCCCCCC)[NH2+]CCCCCCCCCCC diundecyl-ammonium sulfosuccinate